S(=O)(=O)(OCCCCCCCCCCCCCCCC)[O-].[Na+].[Na+].C(CCCCCCCCCCCCCCC)OS(=O)(=O)[O-] disodium hexadecyl sulfate